2-(5-((R or S)-1-(((R)-((R)-8-cyano-1,2,3,4-tetrahydroquinoxalin-2-yl)(phenyl)methyl)amino)propan-2-yl)furan-2-yl)acetic acid C(#N)C=1C=CC=C2NC[C@@H](NC12)[C@@H](C1=CC=CC=C1)NC[C@@H](C)C1=CC=C(O1)CC(=O)O |o1:21|